C(C)(=O)N1C[C@@H](C=2C3=C(C(NC2C1)=O)C=C(C(=C3)F)F)N(C(=O)C=3NC1=CC=CC=C1C3)C (R)-N-(3-Acetyl-8,9-difluoro-6-oxo-1,2,3,4,5,6-hexahydrobenzo[c][1,7]naphthyridin-1-yl)-N-methyl-1H-indole-2-carboxamide